C(CC)OCC(CN(C1=CC=C(C=C1)N(CC(COCCC)O)CC(COCCC)O)CC(COCCC)O)O 1,4-bis[bis(3-propoxy-2-hydroxy-propyl)amino]benzene